C(C)OC(C(C(=O)C)CC1=CC(=CC=C1)[N+](=O)[O-])=O 2-(3-nitrobenzyl)acetoacetic acid ethyl ester